(+)-N-(2-((2,3-Dimethyl-1H-indol-1-yl)(4-isopropylphenyl)methyl)benzofuran-3-yl)-4-methylbenzenesulfonamide CC=1N(C2=CC=CC=C2C1C)C(C=1OC2=C(C1NS(=O)(=O)C1=CC=C(C=C1)C)C=CC=C2)C2=CC=C(C=C2)C(C)C